5,5'-(Pyrazine-2,6-diyl)bis(pent-4-yn-1-ol) N1=C(C=NC=C1C#CCCCO)C#CCCCO